(1R,4r)-4-((R)-1-(methyl((R)-6-phenyl-4-(((R)-1-phenyl-2-(pyrrolidin-1-yl)ethyl)amino)-5,6,7,8-tetrahydroquinazolin-2-yl)amino)propyl)cyclohexane-1-carboxylic acid CN([C@H](CC)C1CCC(CC1)C(=O)O)C1=NC=2CC[C@H](CC2C(=N1)N[C@@H](CN1CCCC1)C1=CC=CC=C1)C1=CC=CC=C1